N-tert-Butylsulfonyl-6-[4-[3-[4-(3-hydroxyphenyl)pyrazol-1-yl]-5-(trifluoromethyl)benzoyl]piperazin-1-yl]pyridazine-3-carboxamide C(C)(C)(C)S(=O)(=O)NC(=O)C=1N=NC(=CC1)N1CCN(CC1)C(C1=CC(=CC(=C1)C(F)(F)F)N1N=CC(=C1)C1=CC(=CC=C1)O)=O